S(=O)(=O)(O)O.FC1=C(C=C(C=C1)F)C1N(CCC1)C1=NC=2N(C=C1)N=CC2NC(=O)N2CC(C2)(C)O N-(5-(2-(2,5-difluorophenyl)pyrrolidin-1-yl)pyrazolo[1,5-a]pyrimidin-3-yl)-3-hydroxy-3-methylazetidine-1-carboxamide sulfate